(1S,3R)-3-acetyl-2,2-dimethylcyclobutane-1-carboxylic acid methyl ester COC(=O)[C@@H]1C([C@@H](C1)C(C)=O)(C)C